[C@H]12CN(C[C@H](CC1)N2)C=2C1=C(N=C(N2)OCC23CCCN3CCC2)C(=C(N=C1)C1=CC=CC2=CC=CC(=C12)OC)F 4-((1R,5S)-3,8-diazabicyclo[3.2.1]octan-3-yl)-8-fluoro-2-((hexahydro-1H-pyrrolizin-7a-yl)methoxy)-7-(8-methoxynaphthalen-1-yl)pyrido[4,3-d]pyrimidine